benzyl (2S,4R)-2-(hydroxymethyl)-4-((methylsulfonyl)oxy)pyrrolidine-1-carboxylate OC[C@H]1N(C[C@@H](C1)OS(=O)(=O)C)C(=O)OCC1=CC=CC=C1